1-[(2E)-hept-2-en-6-ynyl]pyrrolidin-2-one ethyl-propionate ethyl-octanoate C(C)OC(CCCCCCC)=O.C(C)OC(CC)=O.C(\C=C\CCC#C)N1C(CCC1)=O